ClC=1C=C(C=CC1)C(CN(C)CCOC)N1C(C=C(C=C1)C1=CNC2=NC=C(C=C21)N2CCOCC2)=O 1-(1-(3-Chlorophenyl)-2-((2-methoxyethyl)(methyl)amino)ethyl)-4-(5-morpholino-1H-pyrrolo[2,3-b]pyridin-3-yl)pyridin-2(1H)-one